tert-butyl (2-((3-(N,N-bis(4-methoxybenzyl)sulfamoyl)-3'-(1H-imidazol-1-yl)-2-(2-(4-methoxybenzyl)-2H-tetrazol-5-yl)-[1,1'-biphenyl]-4-yl)sulfonyl)ethyl)carbamate COC1=CC=C(CN(S(=O)(=O)C=2C(=C(C=CC2S(=O)(=O)CCNC(OC(C)(C)C)=O)C2=CC(=CC=C2)N2C=NC=C2)C=2N=NN(N2)CC2=CC=C(C=C2)OC)CC2=CC=C(C=C2)OC)C=C1